(2-chloro-5-((1-(2-fluoroethyl)-1H-pyrazol-4-yl)ethynyl)pyridin-4-yl)piperidin-4-ol ClC1=NC=C(C(=C1)N1CCC(CC1)O)C#CC=1C=NN(C1)CCF